6-(1-amino-2-methylpropyl)-5-fluoro-nicotinic acid methyl ester dihydrochloride Cl.Cl.COC(C1=CN=C(C(=C1)F)C(C(C)C)N)=O